2-[4-[8-[4-[4-[2-(dimethylamino)ethyl]piperazine-1-carbonyl]-3-methyl-anilino]imidazo[1,2-a]pyrazin-3-yl]-2,3-difluoro-phenoxy]propanenitrile CN(CCN1CCN(CC1)C(=O)C1=C(C=C(NC=2C=3N(C=CN2)C(=CN3)C3=C(C(=C(OC(C#N)C)C=C3)F)F)C=C1)C)C